NC1=C(C=CC(=C1F)NCCC1=CC=C(C=C1)C(F)(F)F)NC(CCCCCC)=O N-(2-amino-3-fluoro-4-((4-(trifluoromethyl)phenethyl)amino)phenyl)heptanamide